ClC1=NC=C(C2=C1C(=C(S2)NC(OC(C)(C)C)=O)C#N)C tert-Butyl N-(4-chloro-3-cyano-7-methyl-thieno[3,2-c]pyridin-2-yl)carbamate